Cl.N(=NC(C)(C)N)C(C)(C)N 2,2'-azobis-(2-aminopropane) HCl